(7R,14R)-1-(difluoromethoxy)-6-(methyl-d3)-11-((5-methyl-1,3,4-thiadiazol-2-yl)ethynyl)-6,7-dihydro-7,14-methanobenzo[f]benzo[4,5]imidazo[1,2-a][1,4]diazocin-5(14H)-one FC(OC1=CC=CC=2C(N([C@H]3C=4N([C@@H](C21)C3)C3=C(N4)C=CC(=C3)C#CC=3SC(=NN3)C)C([2H])([2H])[2H])=O)F